FC1C(C1)C(=O)NC=1SC2=C(N1)C=CC(=C2)C=2NC=CC2C 2-fluoro-N-(6-(3-methyl-1H-pyrrol-2-yl)benzo[d]thiazol-2-yl)cyclopropane-1-carboxamide